5-(4-((7-ethyl-6-oxo-5,6-dihydro-1,5-naphthyridine-3-yl)methyl)piperazin-1-yl)pyridine C(C)C=1C(NC=2C=C(C=NC2C1)CN1CCN(CC1)C=1C=CC=NC1)=O